dichloro(methyl)(tert-butoxyhexyl)silane Cl[Si](CCCCCCOC(C)(C)C)(C)Cl